(5-ACETYL-3-THIENYL)ACETIC ACID C(C)(=O)C1=CC(=CS1)CC(=O)O